2-amino-6-amino-3-oxo-hexanoic acid NC(C(=O)O)C(CCCN)=O